4-{5-[(R)-(1,3-dimethyl-azetidin-3-yl)-hydroxy-(4-isopropyl-phenyl)-methyl]-pyridin-3-yl}-2-(1-methyl-1H-pyrrol-2-yl)-but-3-yn-2-ol CN1CC(C1)(C)[C@@](C=1C=C(C=NC1)C#CC(C)(O)C=1N(C=CC1)C)(C1=CC=C(C=C1)C(C)C)O